n-Hexyl D-glucopyranoside O(C1[C@H](O)[C@@H](O)[C@H](O)[C@H](O1)CO)CCCCCC